O[C@H](C(C(=O)OCC=C)(C)C)C[C@@H](C[C@@H](C(C)(C)C)OCC1=CC=C(C=C1)OC)C Allyl (3S,5S,7S)-3-hydroxy-7-(4-methoxybenzyloxy)-2,2,5,8,8-pentamethylnonanoate